(S)-N-((R)-1-(4-(bicyclo[2.2.2]octan-1-ylmethoxy)phenyl)-2-methoxy-2-methylpropyl)-2-phenylpropanamide C12(CCC(CC1)CC2)COC2=CC=C(C=C2)[C@H](C(C)(C)OC)NC([C@@H](C)C2=CC=CC=C2)=O